2-(2,6-dioxo-3-piperidyl)-5-[4-[(3S)-1-(4-piperidylmethyl)pyrrolidin-3-yl]oxy-1-piperidyl]isoindoline-1,3-dione O=C1NC(CCC1N1C(C2=CC=C(C=C2C1=O)N1CCC(CC1)O[C@@H]1CN(CC1)CC1CCNCC1)=O)=O